(E)-3-[4-amino-8-[trans-4-(tert-butoxycarbonylamino)cyclohexoxy]-5,5-dimethyl-6H-benzo[h]quinazolin-7-yl]but-2-enoic acid NC1=NC=NC=2C3=C(CC(C12)(C)C)C(=C(C=C3)O[C@@H]3CC[C@H](CC3)NC(=O)OC(C)(C)C)/C(=C/C(=O)O)/C